FC1=C(C#N)C=C(C=C1)OC1=C(C(=C(C=C1F)[N+](=O)[O-])F)F 2-Fluoro-5-(2,3,6-trifluoro-4-nitrophenoxy)benzonitrile